1-(pent-4-en-1-yloxy)-3-(trifluoromethyl)benzene C(CCC=C)OC1=CC(=CC=C1)C(F)(F)F